ClC1=C(C=CC=C1NC(=O)C=1N(C2=C(CN(CC2)CCO)N1)C)C1=C(C(=CC=C1)NC(=O)C=1N(C2=C(CN(CC2)CCO)N1)C)C N,N'-(2-Chloro-2'-methylbiphenyl-3,3'-diyl)bis(5-(2-hydroxyethyl)-1-methyl-4,5,6,7-tetrahydro-1H-imidazo[4,5-c]pyridin-2-carboxamid)